FC=1C=CC(=NC1)N1N=C(C=C1O)C (5-fluoropyridin-2-yl)-3-methyl-1H-pyrazol-5-ol